C1(CC1)C(C=1C(=CC(=NC1)NC(C)=O)NCC1=CC=C(C=C1)OC)(F)F N-(5-(cyclopropyldifluoromethyl)-4-((4-methoxybenzyl)amino)pyridin-2-yl)acetamide